1,6-dinonyl hexanedioate C(CCCCC(=O)OCCCCCCCCC)(=O)OCCCCCCCCC